(2R,3S,4R,5R)-5-(4-acetamidopyrrolo[2,1-f][1,2,4]triazin-7-yl)-5-cyano-4-hydroxy-2-((2-phenylacetoxy)methyl)tetrahydrofuran-3-yl (tert-butoxycarbonyl)-L-valinate C(C)(C)(C)OC(=O)N[C@@H](C(C)C)C(=O)O[C@@H]1[C@H](O[C@@]([C@@H]1O)(C#N)C1=CC=C2C(=NC=NN21)NC(C)=O)COC(CC2=CC=CC=C2)=O